ethyl-5-benzyl-4H-1,2,4-triazole-3-carboxylate C(C)OC(=O)C1=NN=C(N1)CC1=CC=CC=C1